2-(6-Methoxy-3-pyridyl)-N-[4-(trifluoromethyl)phenyl]pyridin-3-amine COC1=CC=C(C=N1)C1=NC=CC=C1NC1=CC=C(C=C1)C(F)(F)F